BrC1=C(C=C2C(C(=CN3C2=C1OCC3C)CN([C@@H]3CN(CCC3)C=3C=NC(=CC3)[N+](=O)[O-])CC3=CC(=NC=C3)OC)=O)F 10-bromo-9-fluoro-6-((((2-methoxypyridin-4-yl)methyl)((S)-1-(6-nitropyridin-3-yl)piperidin-3-yl)amino)methyl)-3-methyl-2H-[1,4]oxazino[2,3,4-ij]quinolin-7(3H)-one